tris(2-propenyl) phosphate P(=O)(OCC=C)(OCC=C)OCC=C